The molecule is a triterpenoid saponin that consists of gypsogenin attached to a alpha-L-rhamnopyranosyl-(1->2)-[beta-D-glucopyranosyl-(1->4)]-alpha-L-arabinopyranosyl] residue at position 3 via a glycosidic linkage. Isolated from Serjania salzmanniana, it exhibits antifungal and molluscicidal activities. It has a role as a molluscicide, an antifungal agent and a plant metabolite. It is a pentacyclic triterpenoid, a triterpenoid saponin, a trisaccharide derivative and a monocarboxylic acid. It derives from a gypsogenin. C[C@H]1[C@@H]([C@H]([C@H]([C@@H](O1)O[C@@H]2[C@H]([C@H](CO[C@H]2O[C@H]3CC[C@]4([C@H]([C@]3(C)C=O)CC[C@@]5([C@@H]4CC=C6[C@]5(CC[C@@]7([C@H]6CC(CC7)(C)C)C(=O)O)C)C)C)O[C@H]8[C@@H]([C@H]([C@@H]([C@H](O8)CO)O)O)O)O)O)O)O